OC1(CCC(CC1)C#N)[C@H]1N2C(C3=CC=CC=C13)=CN=C2 (1S,4r)-4-Hydroxy-4-((S)-5H-imidazo[5,1-a]isoindol-5-yl)cyclohexan-1-carbonitril